FC(C(CC(=O)O)NC1=CC=C(C=C1)C)F 4,4-difluoro-3-(p-tolylamino)butanoic acid